di-(tert-butyl)((1,1':3',1''-terphenyl)-5'-yl)phosphonium tetraphenylborate C1(=CC=CC=C1)[B-](C1=CC=CC=C1)(C1=CC=CC=C1)C1=CC=CC=C1.C(C)(C)(C)[PH+](C=1C=C(C=C(C1)C1=CC=CC=C1)C1=CC=CC=C1)C(C)(C)C